ClC=1C=CC(=NC1)[C@@]1(OC2=C(O1)C=CC=C2C2CCN(CC2)CC2=NC1=C(N2C[C@H]2OCC2)C=C(C=C1)C(=O)[O-])C 2-({4-[(2S)-2-(5-Chloropyridin-2-yl)-2-methyl-1,3-benzodioxol-4-yl]piperidin-1-yl}methyl)-1-[(2S)-oxetan-2-ylmethyl]-1H-benzimidazole-6-carboxylate